ClP1OC[C@H]2N1CCC2 (3aS)-1-chlorotetrahydro-1h,3h-pyrrolo[1,2-c][1,3,2]oxazaphosphole